1-benzyl-6-(benzylamino)-5-methyl-3-phenyl-3,5-dihydroimidazo[4,5-c][1,2]thiazine-4(1H)-one 2,2-dioxide C(C1=CC=CC=C1)N1S(C(C(C2=C1N=C(N2C)NCC2=CC=CC=C2)=O)C2=CC=CC=C2)(=O)=O